ETHYLHEXYL STEARATE CCCCCCCCCCCCCCCCCC(=O)OCC(CC)CCCC